6-(4-(4-((2-(2,6-dioxopiperidin-3-yl)-4-fluoro-1-oxoisoindolin-5-yl)methyl)piperazine-1-yl)piperidin-1-yl)-2-(4-phenoxyphenyl)nicotinamide O=C1NC(CCC1N1C(C2=CC=C(C(=C2C1)F)CN1CCN(CC1)C1CCN(CC1)C1=NC(=C(C(=O)N)C=C1)C1=CC=C(C=C1)OC1=CC=CC=C1)=O)=O